(S)-1-(2-(1-(4-(2-fluoro-3-methoxyphenoxy)phenyl)-8-hydroxyimidazo[1,5-a]pyrazin-3-yl)pyrrolidin-1-yl)but-2-yn-1-one FC1=C(OC2=CC=C(C=C2)C=2N=C(N3C2C(=NC=C3)O)[C@H]3N(CCC3)C(C#CC)=O)C=CC=C1OC